C(C)C1=NC(=NO1)C1=CC2=C(C(CO2)NC(=O)C2=CC=NN2C)C=C1 N-[6-(5-ethyl-1,2,4-oxadiazol-3-yl)-2,3-dihydro-1-benzofuran-3-yl]-1-methyl-1H-pyrazole-5-carboxamide